FC1(CCC(CC1)[C@@H](C=1N=C2N(N=C(C(=C2)N(C2CCOCC2)C)CC2C(NC[C@@H](C2)C(F)(F)F)=O)C1)NC(OCC1=CC=CC=C1)=O)F benzyl ((1S)-(4,4-difluorocyclohexyl)(7-(methyl(tetrahydro-2H-pyran-4-yl)amino)-6-(((5R)-2-oxo-5-(trifluoromethyl)piperidin-3-yl)methyl)imidazo[1,2-b]pyridazin-2-yl)methyl)carbamate